isopropyl (6-chloro-3-methylpyrazin-2-yl)carbamate ClC1=CN=C(C(=N1)NC(OC(C)C)=O)C